CN1N=CC(=C1)[C@H](CN1C[C@H](CCC1)C)NC(OC(C)(C)C)=O tert-butyl ((R)-1-(1-methyl-1H-pyrazol-4-yl)-2-((S)-3-methylpiperidin-1-yl)ethyl)carbamate